C(C)(C)C1=NNC(C2=CC=C(C=C12)OC)=O 4-isopropyl-6-methoxy-2H-phthalazin-1-one